5-(3-nitrophenyl)-2-aminobenzoxazole [N+](=O)([O-])C=1C=C(C=CC1)C=1C=CC2=C(N=C(O2)N)C1